OCCCCC(OC)[C@H]1N(C(OC1)(C)C)C(=O)OC(C)(C)C tert-butyl (4S)-4-(5-hydroxy-1-methoxy-pentyl)-2,2-dimethyl-oxazolidine-3-carboxylate